N-Dodecyl-pyrrolidine-2-thione C(CCCCCCCCCCC)N1C(CCC1)=S